C[C@H]1CC[C@@H](N(C1)C(=O)OC(C)(C)C)C1CN(CCC1)C(NC)=O tert-butyl (2R,5S)-5-methyl-2-[1-(methylcarbamoyl)-3-piperidyl]piperidine-1-carboxylate